[Cl-].C(CCCCCCCCCCCCC)[N+](CCC[Si](OC)(OC)OC)(C)C n-tetradecyldimethyl(3-trimethoxysilylpropyl)-ammonium chloride